N-[6-[3-(6-methyl-2-pyridyl)-1H-pyrazol-4-yl]-1,5-naphthyridin-4-yl]-2-morpholino-acetamide CC1=CC=CC(=N1)C1=NNC=C1C=1N=C2C(=CC=NC2=CC1)NC(CN1CCOCC1)=O